ClC1=NC(=NC=C1C)SC 4-chloro-5-methyl-2-(methylthio)pyrimidine